6-chloro-7-[(2R)-2-[[(3-chloropyridin-2-yl)oxy]methyl]pyrrolidin-1-yl]-1-[5-(2-hydroxyethoxy)pyrazin-2-yl]-4-oxoquinoline-3-carboxylic acid ClC=1C=C2C(C(=CN(C2=CC1N1[C@H](CCC1)COC1=NC=CC=C1Cl)C1=NC=C(N=C1)OCCO)C(=O)O)=O